2-(4-(4-(5-((((4-chlorophenethyl)(methyl)carbamoyl)oxy)methyl)-1-methyl-1H-pyrazol-4-yl)phenyl)-2-oxabicyclo[2.2.2]octan-1-yl)acetic acid ClC1=CC=C(CCN(C(=O)OCC2=C(C=NN2C)C2=CC=C(C=C2)C23COC(CC2)(CC3)CC(=O)O)C)C=C1